BrC=1C=C2C(=C(C=NC2=CC1)C#N)NC1=CC=C(C=C1)OC1=CC=NC=C1 6-bromo-4-((4-(pyridin-4-yloxy)phenyl)amino)quinoline-3-carbonitrile